N[C@H]1CN(CCC1)C=1C=C(C=CC1)CS(=O)(=O)NC1=CC=C(C=C1)C1=CC2=C(N=CN=C2N2CCOCC2)N1 1-{3-[(3R)-3-aminopiperidin-1-yl]phenyl}-N-{4-[4-(morpholin-4-yl)-7H-pyrrolo[2,3-d]pyrimidin-6-yl]phenyl}methanesulfonamide